N-(3-chloro-4-(trifluoromethyl)phenyl)-4-(dimethylamino)-3-(3-((1-(2,6-dioxopiperidin-3-yl)-2,5-dioxo-2,5-dihydro-1H-pyrrol-3-yl)amino)phenyl)butanamide ClC=1C=C(C=CC1C(F)(F)F)NC(CC(CN(C)C)C1=CC(=CC=C1)NC=1C(N(C(C1)=O)C1C(NC(CC1)=O)=O)=O)=O